imidazo[2,1-b]thiazole-5-carboxylic acid S1C=2N(C=C1)C(=CN2)C(=O)O